C(CCC)OC1=CC=C(C=C1)N1C(C2(C3=C1N=C(N=C3)CO)CC2)=O 7'-(4-butoxyphenyl)-2'-(hydroxymethyl)spiro[cyclopropane-1,5'-pyrrolo[2,3-d]pyrimidine]-6'-one